CN(C)\C=N\C=1C2=C(N=CN1)N(C(=C2C=2C=NC1=CC=CC=C1C2)C#C)C21CCC(CC2)(C1)N(C(=O)C=1OC=CN1)C (E)-N-(4-(4-(((dimethylamino)methylene)amino)-6-ethynyl-5-(quinolin-3-yl)-7H-pyrrolo[2,3-d]pyrimidin-7-yl)bicyclo[2.2.1]heptan-1-yl)-N-methyloxazole-2-carboxamide